tert-butyl 4-[7-({8-fluoro-2-methylimidazo[1,2-a]pyridin-6-yl}carbamoyl)-2-(oxetan-3-yl)indazol-4-yl]piperazine-1-carboxylate FC=1C=2N(C=C(C1)NC(=O)C1=CC=C(C3=CN(N=C13)C1COC1)N1CCN(CC1)C(=O)OC(C)(C)C)C=C(N2)C